FC(C1=NN=C(O1)C=1C=CC(=NC1)CN1C(N(C2=C1C=C(C(=C2)C=2OC=CC2)F)C2CCN(CC2)C)=O)F 1-((5-(5-(difluoromethyl)-1,3,4-oxadiazol-2-yl)pyridin-2-yl)methyl)-6-fluoro-5-(furan-2-yl)-3-(1-methylpiperidin-4-yl)-1,3-dihydro-2H-benzo[d]imidazol-2-one